ClC1=CC=C2C(=CNC2=C1C=1N=NN(C1)C)S(=O)(=O)Cl 6-chloro-7-(1-methyltriazol-4-yl)-1H-indole-3-sulfonyl chloride